(2Z)-2-{[4-(1-methyl-1H-indazol-6-yl)-1-oxo-2,3-dihydro-1H-isoindol-2-yl]methyl}but-2-enenitrile CN1N=CC2=CC=C(C=C12)C1=C2CN(C(C2=CC=C1)=O)C/C(/C#N)=C/C